FC(C=1C=C(C=C(C1)C(F)(F)F)C1=CC=2C(N(C(C3=CC(=C4C(C23)=C1OC1=CC=CC=C14)C1=CC(=CC(=C1)C(F)(F)F)C(F)(F)F)=O)CC(CCCC)CC)=O)(F)F 5,11-bis(3,5-bis(trifluoromethyl)phenyl)-2-(2-ethylhexyl)-1H-xantheno[2,1,9-def]isoquinoline-1,3(2H)-dione